(E)-N-(6-bromo-4,4-difluoro-3,4-dihydronaphthalen-1(2H)-ylidene)-2-methylpropane-2-sulfinamide BrC=1C=C2C(CC/C(/C2=CC1)=N\S(=O)C(C)(C)C)(F)F